tert-butyl-(S)-4-(((R)-tert-butylsulfinyl)amino)-2-chloro-4,6-dihydrospiro[cyclopenta[d]thiazole-5,4'-piperidine]-1'-carboxylic acid tert-butyl ester C(C)(C)(C)OC(=O)N1[C@@H](CC2(CC1)CC1=C(N=C(S1)Cl)C2N[S@](=O)C(C)(C)C)C(C)(C)C